FC1=C(C(=CC=C1\C=C\C1=CC(=CC=C1)F)O)N1CC(NS1(=O)=O)=O (E)-5-(2-fluoro-3-(3-fluorostyryl)-6-hydroxyphenyl)-1,2,5-thiadiazolidin-3-one 1,1-dioxide